(E)-2-(4-methoxystyryl)-5-bromo-4-(4-fluorophenyl)thiazole methyl-2-((2-((2-((tert-butoxycarbonyl)amino)ethoxy)methyl)-4-fluorophenyl)amino)-5-fluoro-4-(trifluoromethyl)benzoate COC(C1=C(C=C(C(=C1)F)C(F)(F)F)NC1=C(C=C(C=C1)F)COCCNC(=O)OC(C)(C)C)=O.COC1=CC=C(/C=C/C=2SC(=C(N2)C2=CC=C(C=C2)F)Br)C=C1